COC1=CC=2C(=NC=C3C=CCN(C23)C(C)C)C=C1OCCCN1CCCC1 9-methoxy-N-(propan-2-yl)-8-[3-(pyrrolidin-1-yl)propoxy]benzo[h]1,6-naphthyridin